FC=1C(=C(C(=NC1)F)F)F tetrafluoro-pyridine